4,4'-bipyridin-1-ium [NH+]1=CC=C(C=C1)C1=CC=NC=C1